3-[[8-(Ethyl-methyl-amino)-2-oxo-8-phenyl-1,3-diazaspiro[4.5]decan-3-yl]-methyl]-benzonitrile C(C)N(C1(CCC2(CN(C(N2)=O)CC=2C=C(C#N)C=CC2)CC1)C1=CC=CC=C1)C